CC(C)[C@](C)(C(=O)O)N (R)-(+)-α-Methylvaline